C(C)N1C(N(C2=C1C=C(C=C2)[N+](=O)[O-])C)=O 3-ethyl-1-methyl-5-nitro-1H-benzo[d]imidazol-2(3H)-one